NC(CN1C(=NC=2C(=NC=3C=CC=CC3C21)N)COCC)(C)C (1-(2-amino-2-methylpropyl)-2-(ethoxymethyl)-1H-imidazo-[4,5-c]quinolin-4-amine)